COC1=CC=C(CN2N=C(C(=C2C)C=2C=CC(=NC2)N)C)C=C1 5-(1-(4-methoxybenzyl)-3,5-dimethyl-1H-pyrazol-4-yl)pyridin-2-amine